6-[(2S)-2-aminopropyl]-2-chloro-5-fluoro-7-methyl-N-[(1,3-thiazol-2-yl)methyl]-7H-pyrrolo[2,3-d]pyrimidin-4-amine N[C@H](CC1=C(C2=C(N=C(N=C2NCC=2SC=CN2)Cl)N1C)F)C